C(C)(C)(C)OCOC(=O)C1C2C3C4C=CC(C3C(C1)C2)C4 8-(tert-butoxymethyloxycarbonyl)-tetracyclo[4.4.0.12,5.17,10]-3-dodecene